((4-methoxybenzyl)thio)-3-methylpyridin-2(1H)-one COC1=CC=C(CSN2C(C(=CC=C2)C)=O)C=C1